2-(2-fluoro-4-iodoanilino)-5-[[2-fluoro-3-[(1-methylcyclopropyl)sulfonylamino]phenyl]methyl]-1-methyl-6-oxopyridine-3-carboxamide FC1=C(NC=2N(C(C(=CC2C(=O)N)CC2=C(C(=CC=C2)NS(=O)(=O)C2(CC2)C)F)=O)C)C=CC(=C1)I